[2-(2-methyl-1H-indol-3-yl)ethyl](propan-2-yl)azanium iodide [I-].CC=1NC2=CC=CC=C2C1CC[NH2+]C(C)C